NCCNC(CNCCNC(C1=C(C=C(C=C1)NC=1C=2N(C=CN1)C(=CN2)C=2C(=NN(C2)CC(F)F)C(F)(F)F)Cl)=O)=O N-(2-((2-((2-aminoethyl)amino)-2-oxoethyl)amino)ethyl)-2-chloro-4-((3-(1-(2,2-difluoroethyl)-3-(trifluoromethyl)-1H-pyrazol-4-yl)imidazo[1,2-a]pyrazin-8-yl)amino)benzamide